tert-butyl (3S)-3-[(6-bromopyrazin-2-yl)amino]pyrrolidine-1-carboxylate BrC1=CN=CC(=N1)N[C@@H]1CN(CC1)C(=O)OC(C)(C)C